N-(3-(2-(ethylamino)-8,9-dihydroimidazo[1',2':1,6]pyrido[2,3-d]pyrimidin-6-yl)-4-methylphenyl)-4-(trifluoromethyl)picolinamide formate C(=O)O.C(C)NC=1N=CC2=C(N1)N1C(C(=C2)C=2C=C(C=CC2C)NC(C2=NC=CC(=C2)C(F)(F)F)=O)=NCC1